(4-(2-chloro-5-fluorophenyl)piperidin-1-yl)(5-(methylsulfonyl)-4,5,6,7-tetrahydro-1H-pyrazolo[4,3-c]pyridin-3-yl)methanone ClC1=C(C=C(C=C1)F)C1CCN(CC1)C(=O)C1=NNC2=C1CN(CC2)S(=O)(=O)C